3-[3-[[ethyl(methyl)sulfamoyl]amino]-2,6-difluorobenzoyl]-1H-pyrrolo[2,3-b]pyridine C(C)N(S(=O)(=O)NC=1C(=C(C(=O)C2=CNC3=NC=CC=C32)C(=CC1)F)F)C